(S)-8-chloro-6-(((1-(1-(difluoromethyl)cyclopropyl)-1H-1,2,3-triazol-4-yl)(6-fluoro-2-methylpyridin-3-yl)methyl)amino)-4-(neopentylamino)quinoline-3-carbonitrile ClC=1C=C(C=C2C(=C(C=NC12)C#N)NCC(C)(C)C)N[C@@H](C=1C(=NC(=CC1)F)C)C=1N=NN(C1)C1(CC1)C(F)F